6-(1H-pyrazol-3-yl)quinolin-2(1H)-one hydrochloride Cl.N1N=C(C=C1)C=1C=C2C=CC(NC2=CC1)=O